FC1=C(C(=CC=C1)OC)C1=NC=CC(=N1)NC1=NC=C(C(=C1)N1CCC2(CCN(C2)C)CC1)C=1C=NN(C1)C1CCOCC1 2-(2-fluoro-6-methoxyphenyl)-N-(4-(2-methyl-2,8-diazaspiro[4.5]decan-8-yl)-5-(1-(tetrahydro-2H-pyran-4-yl)-1H-pyrazol-4-yl)pyridin-2-yl)pyrimidin-4-amine